C(C)(C)C1CCC(=CC1SCC(=O)OC)C methyl 2-((6-isopropyl-3-methylcyclohex-2-en-1-yl)thio)acetate